INDOLYLMETHYLENEINDANEDIONE tert-Butyl-(1-((3-formylphenyl)-sulfonyl)piperidin-4-yl)carbamate C(C)(C)(C)N(C(O)=O)C1CCN(CC1)S(=O)(=O)C1=CC(=CC=C1)C=O.N1C(=CC2=CC=CC=C12)C=C1C(C(C2=CC=CC=C12)=O)=O